(3S)-3-((2S)-3-cyclohexyl-2-(((2,2-difluoro-2-(3-fluorophenyl)-1-phenylethoxy)carbonyl) amino)propanamido)-1-(cyclopropylamino)-1-oxo-4-((S)-2-oxopyrrolidin-3-yl)butan-2-yl acetate C(C)(=O)OC(C(=O)NC1CC1)[C@H](C[C@H]1C(NCC1)=O)NC([C@H](CC1CCCCC1)NC(=O)OC(C(C1=CC(=CC=C1)F)(F)F)C1=CC=CC=C1)=O